4-(4-bromophenyl)-1-(3-bromopropyl)pyridine BrC1=CC=C(C=C1)C1=CCN(C=C1)CCCBr